O1COC2=C1C=CC(=C2)CC(C)N(C(=O)C2COC2)C N-[2-(2H-1,3-Benzodioxol-5-yl)-1-methyl-ethyl]-N-methyl-3-oxetanecarboxamide